C(C)(C)(C)N=C=S tertbutyl isothiocyanate